C1(CC1)C=1C=C(OC=2C(=NC(=NC2)S(=O)(=O)C)C(=O)NCCC2=C(C=C(C=C2)Cl)Cl)C=CC1 5-(3-cyclopropylphenoxy)-N-[2-(2,4-dichlorophenyl)ethyl]-2-methylsulfonyl-pyrimidine-4-carboxamide